C1=CC=CC=2C3=CC=CC=C3C(C12)COC(=O)N[C@H](C(=O)O)CC1=CC=C(C=C1)I (2S)-2-(9H-fluoren-9-ylmethoxycarbonylamino)-3-(4-iodophenyl)propanoic acid